N,N'-di(3-methyl-5-carboxyl-salicylidene)-1,2-diphenyl-ethylenediamine nickel (II) [Ni+2].CC1=C(C(C=NC(C(N=CC=2C(O)=C(C=C(C2)C(=O)O)C)C2=CC=CC=C2)C2=CC=CC=C2)=CC(=C1)C(=O)O)O